tert-butyl N-(tert-butoxycarbonyl)-N-{1'-methyl-5'-[(4-methyl-6-propanoylpyridin-3-yl)amino]-6'-oxo-[4,4'-bipyrimidin]-6-yl}carbamate C(C)(C)(C)OC(=O)N(C(OC(C)(C)C)=O)C1=CC(=NC=N1)C=1N=CN(C(C1NC=1C=NC(=CC1C)C(CC)=O)=O)C